C1=CC=CC=2C3=CC=CC=C3C(=CC12)C=1C=C(C=C(C1)C=1C2=CC=CC=C2C=2C=CC=CC2C1)C=1C=CC=2NC3=CC=CC=C3C2C1 3-[3,5-bis(phenanthren-9-yl)phenyl]carbazole